2-(2-(2-isopropylphenyl)-4-phenoxypiperidin-1-yl)-7-azaspiro[3.5]nonane C(C)(C)C1=C(C=CC=C1)C1N(CCC(C1)OC1=CC=CC=C1)C1CC2(C1)CCNCC2